4-bromo-2,1,3-benzothiadiazole-7-sulfinic acid BrC1=CC=C(C2=NSN=C21)S(=O)O